C(C)OC(=O)C1=C(N=C(S1)NC1=NC(=CC(=N1)NCC1=CC=C(C=C1)C(=O)OC)N1CCNCC1)C 2-[[4-[[[4-(Methoxycarbonyl)phenyl]methyl]amino]-6-(1-piperazinyl)-2-pyrimidinyl]amino]-4-methyl-5-thiazolecarboxylic acid ethyl ester